4-bromo-2-methoxy-1-((2-(trimethylsilyl)ethoxy)methyl)-1H-benzo[d]imidazole-6-carbonitrile BrC1=CC(=CC=2N(C(=NC21)OC)COCC[Si](C)(C)C)C#N